N4-cyclopropyl-N2-(1-(cyclopropylsulfonyl)-1H-indazol-4-yl)-5-(trifluoromethyl)pyrimidine-2,4-diamine C1(CC1)NC1=NC(=NC=C1C(F)(F)F)NC1=C2C=NN(C2=CC=C1)S(=O)(=O)C1CC1